[Cu].N[C@@H](CCCNC(=O)N)C(=O)O citrulline copper